C[Si](OC[C@H]1[C@@H](C[C@@H]2OC[C@H](CC[C@@H]21)CC=O)OC2OCCCC2)(C(C)(C)C)C [(3R,5aR,6S,7R,8aS)-6-({[dimethyl(2-methyl-2-propanyl)silyl]oxy}methyl)-7-(tetrahydro-2H-pyran-2-yloxy)octahydro-2H-cyclopenta[b]oxepin-3-yl]acetaldehyde